(S)-4-ethyl-8-fluoro-4-hydroxy-11-((R)-1-(pentane-3-yl)pyrrolidin-3-yl)-1H-pyrano[3',4':6,7]indolizino[2,1-b]quinoline-3,6,14(4H,11H,12H)-trione C(C)[C@]1(C(OCC=2C(N3CC=4N(C5=CC=C(C=C5C(C4C3=CC21)=O)F)[C@H]2CN(CC2)C(CC)CC)=O)=O)O